FC1=C(C=C(C=C1)O)C(=O)N1CC2(C1)CC(C2)N2N=C(C=C2C2=NC=CC=C2)C(F)(F)F (2-fluoro-5-hydroxyphenyl){6-[5-(2-pyridyl)-3-(trifluoromethyl)-1-pyrazolyl]-2-aza-2-spiro[3.3]heptyl}methanone